tert-Butyl(6-((3-((6-chloro-3-(methylcarbamoyl)pyridazin-4-yl)amino)-4-methoxy-5-(1-methyl-1H-Pyrazol-3-yl)phenylethoxy)methyl)-5-fluoropyridin-2-yl)carbamate C(C)(C)(C)OC(NC1=NC(=C(C=C1)F)COCCC1=CC(=C(C(=C1)C1=NN(C=C1)C)OC)NC1=C(N=NC(=C1)Cl)C(NC)=O)=O